(1r,2s)-2-octylcyclopropanecarboxylic acid C(CCCCCCC)[C@@H]1[C@@H](C1)C(=O)O